C(CC[C@@H](C(=O)O)NC(=O)C1=CC=C(NCC2CNC=3N=C(N)NC(=O)C3N2)C=C1)(=O)O.CN1C(C=CC2=CC=CC=C12)=O 1-methyl-quinolinone tetrahydrofolate